4-bromo-n-butyn BrCCC#C